6-[(2R,4R)-4-{[(7R)-2,2-difluoro-7-methyl-6,7-dihydro-2H-furo[2,3-f][1,3]benzodioxole-7-carbonyl]amino}-7-(trifluoromethoxy)-3,4-dihydro-2H-1-benzopyran-2-yl]pyridine-3-carboxylic acid FC1(OC2=C(O1)C=C1C(=C2)OC[C@@]1(C(=O)N[C@@H]1C[C@@H](OC2=C1C=CC(=C2)OC(F)(F)F)C2=CC=C(C=N2)C(=O)O)C)F